CNCCCCCN N-methyl-1,5-pentanediamine